pyridine-3,5-dicarboxylic fluoride N1=CC(=CC(=C1)C(=O)F)C(=O)F